O[C@@H]1[C@H](O[C@H]([C@@H]1O)N1C2=NC(=NC(=C2N=C1)NCC1=NC(=CC=C1)C)C=1C=NC=C(C1)C)C(=O)NC (2S,3S,4R,5R)-3,4-dihydroxyl-N-methyl-5-(6-(((6-methylpyridin-2-yl)methyl)amino)-2-(5-methylpyridin-3-yl)-9H-purin-9-yl)tetrahydrofuran-2-carboxamide